5-[4-[[acetyl(methyl)amino]-methyl]phenyl]pyridine-2-carboxylic acid C(C)(=O)N(C)CC1=CC=C(C=C1)C=1C=CC(=NC1)C(=O)O